ammonium di(undecyl) sulfosuccinate S(=O)(=O)(O)C(C(=O)OCCCCCCCCCCC)CC(=O)OCCCCCCCCCCC.[NH4+]